C(C=C)(=O)N1CCN(CC1)C1=CC=NC2=CC(=C(C=C12)Cl)C1=C2C=NNC2=CC=C1C 4-(4-acryloylpiperazin-1-yl)-6-chloro-7-(5-methyl-1H-indazol-4-yl)quinolin